ClC=1C=C(C(=C(C(=O)O)C1)OC)COCCOC 5-chloro-2-methoxy-3-((2-methoxyethoxy)methyl)benzoic acid